(1R,3S)-3-(tert-butyl-dimethyl-silanyloxy)-cyclopentanol C(C)(C)(C)[Si](O[C@@H]1C[C@@H](CC1)O)(C)C